N-(1-cyclopropyl-6-ethoxy-2-(4-fluorophenyl)-5-benzimidazolyl)-5-(3-trifluoromethylphenyl)-1,3,4-thiadiazol-2-amine C1(CC1)N1C(=NC2=C1C=C(C(=C2)NC=2SC(=NN2)C2=CC(=CC=C2)C(F)(F)F)OCC)C2=CC=C(C=C2)F